ClC=1C=C(NC2(CCC3(C(=CC4=CC=CC=C34)CCCOC3=CC=CC=C3)CC2)C(=O)O)C=CC1 (1r,4r)-4-(3-Chloroanilino)-2'-(3-phenoxypropyl)spiro[cyclohexane-1,1'-indene]-4-carboxylic acid